Methyl (2-oxo-2-((S)-1-((quinoline-4-carbonyl)glycyl)pyrrolidin-2-yl)acetyl)glycyl-L-phenylalaninate O=C(C(=O)NCC(=O)N[C@@H](CC1=CC=CC=C1)C(=O)OC)[C@H]1N(CCC1)C(CNC(=O)C1=CC=NC2=CC=CC=C12)=O